Methyl 8-bromo-9-(4-((1-(3,3,3-trifluoropropyl)azetidin-3-yl)methyl)phenyl)-6,7-dihydro-5H-benzo[7]annulene-3-carboxylate BrC=1CCCC2=C(C1C1=CC=C(C=C1)CC1CN(C1)CCC(F)(F)F)C=CC(=C2)C(=O)OC